1-(4-(4-amino-7-cyclopropyl-7H-pyrrolo[2,3-d]pyrimidin-5-yl)-2-fluorophenyl)-3-(4-(piperidin-1-ylmethyl)-3-(trifluoromethyl)phenyl)urea NC=1C2=C(N=CN1)N(C=C2C2=CC(=C(C=C2)NC(=O)NC2=CC(=C(C=C2)CN2CCCCC2)C(F)(F)F)F)C2CC2